3,3-bisbromomethyloxetane BrCC1(COC1)CBr